ClC1=C(C=C(OC2=C(N=NN2)C(=O)O)C=C1C#CC1=CC=CC=C1)OC 5-(4-chloro-3-methoxy-5-(phenylethynyl)phenoxy)-1H-1,2,3-triazole-4-carboxylic acid